2-(2-(methylamino)ethyl)isoindoline-1,3-dione CNCCN1C(C2=CC=CC=C2C1=O)=O